tert-butyl (S)-3-(ethoxymethyl)-3-(2-(7-(4-methoxybenzyl)-7H-purin-8-yl)vinyl)pyrrolidine-1-carboxylate C(C)OC[C@]1(CN(CC1)C(=O)OC(C)(C)C)C=CC1=NC2=NC=NC=C2N1CC1=CC=C(C=C1)OC